6-(((4-formylpyridin-3-yl)oxy)methyl)picolinic acid C(=O)C1=C(C=NC=C1)OCC1=CC=CC(=N1)C(=O)O